ClC=1C(=C2C=NNC2=C(C1F)C=1N(C=CC1)C)C=1N=CC=2N(C1)C=C(N2)NC(=O)[C@H]2[C@H](C2)F (1S,2S)-N-(6-(5-chloro-6-fluoro-7-(1-methyl-1H-pyrrol-2-yl)-1H-indazol-4-yl)imidazo[1,2-a]pyrazin-2-yl)-2-fluorocyclopropane-1-carboxamide